BrC1=C(C(=C(S1)NC(=O)OC(C)(C)C)C(=O)OCC)C1=CC=CC=C1 ethyl 5-bromo-2-[(tert-butoxy)carbonyl]amino-4-phenylthiophene-3-carboxylate